N1=C(C=CC=C1)NC(C(=O)O)CC 2-(pyridin-2-ylamino)butanoic acid